Trans-N-(4-{[6-(5-chloro-2-fluorophenyl)-3-[(3-hydroxy-cyclobutyl)methoxy]pyridazin-4-yl]amino}pyridin-2-yl)-3-(4-methylpiperazin-1-yl)cyclobutane-1-carboxamide ClC=1C=CC(=C(C1)C1=CC(=C(N=N1)OCC1CC(C1)O)NC1=CC(=NC=C1)NC(=O)[C@@H]1C[C@H](C1)N1CCN(CC1)C)F